PHENYLPROPYLDIMETHYLSILOXYSILICATE C[Si](C)(CCCC1=CC=CC=C1)OO[Si](=O)O